2-methoxy-4-(((3-(triethoxysilyl)propyl)amino)methyl)phenol COC1=C(C=CC(=C1)CNCCC[Si](OCC)(OCC)OCC)O